tert-butyl ((5-((3-methoxy-5-(1-methyl-1H-imidazol-4-yl)phenyl)sulfonyl)thiazol-2-yl)methyl)carbamate COC=1C=C(C=C(C1)C=1N=CN(C1)C)S(=O)(=O)C1=CN=C(S1)CNC(OC(C)(C)C)=O